5-[[2-fluoro-6-[2-methoxy-4-(trifluoromethoxy)phenoxy]-3-(trifluoromethyl)benzoyl]amino]pyridine-2-carboxamide FC1=C(C(=O)NC=2C=CC(=NC2)C(=O)N)C(=CC=C1C(F)(F)F)OC1=C(C=C(C=C1)OC(F)(F)F)OC